Cl.NC1=C(C=C(C=C1)CC)O 2-AMINO-5-ETHYLPHENOL HCL